ClC=1C=C(C=CC1)NC(NC1=C(C(=O)NCCO)C=CC(=C1)OC(F)(F)F)=O 2-[3-(3-chlorophenyl)ureido]-4-trifluoromethoxy-N-(2-hydroxy-ethyl)benzamide